ClC=1C(=C(C=CC1)[C@H](C)NC=1C2=C(N=CN1)C=CC(=N2)O[C@@H]2CNCC2)F N-[(1S)-1-(3-chloro-2-fluoro-phenyl)ethyl]-6-[(3S)-pyrrolidin-3-yl]oxy-pyrido[3,2-d]pyrimidin-4-amine